methyl (2E)-2-[2-[[(E)-1-[5-(4-fluorophenyl)thiazol-2-yl]ethylidene-amino]oxymethyl]-3-methyl-phenyl]-2-methoxyimino-acetate FC1=CC=C(C=C1)C1=CN=C(S1)\C(\C)=N\OCC1=C(C=CC=C1C)\C(\C(=O)OC)=N/OC